BrC=1SC=CC1C 2-bromo-3-methylthiophene